3-ethyl-3-cyclohexyloxetane C(C)C1(COC1)C1CCCCC1